(R)-2-amino-N-cyclopropyl-5-(3,4-dichloro-2-((4-(methyl(phenyl)amino)pyrazolo[1,5-a][1,3,5]triazin-8-yl)methyl)phenoxy)pentanamide N[C@@H](C(=O)NC1CC1)CCCOC1=C(C(=C(C=C1)Cl)Cl)CC=1C=NN2C1N=CN=C2N(C2=CC=CC=C2)C